6-amino-N-{(1S,2S)-2-[(4-{(1S)-1-[4-(2,3-dihydroxypropyl)piperazin-1-yl]-2,3-dihydro-1H-inden-5-yl}phenyl)methoxy]cyclopentyl}-6'-fluoro[3,3'-bipyridine]-5-carboxamide NC1=C(C=C(C=N1)C=1C=NC(=CC1)F)C(=O)N[C@@H]1[C@H](CCC1)OCC1=CC=C(C=C1)C=1C=C2CC[C@@H](C2=CC1)N1CCN(CC1)CC(CO)O